Benzothieno[3,2-h]-1-benzopyran-2-one O1C(C=CC2=C1C1=C(C=C2)C2=C(S1)C=CC=C2)=O